N-(3-chloro-2-fluoro-phenyl)-6-(4,7-diazaspiro[2.5]octan-7-yl)pyrido[3,4-d]pyrimidin-4-amine ClC=1C(=C(C=CC1)NC=1C2=C(N=CN1)C=NC(=C2)N2CCNC1(CC1)C2)F